N-(1-(5-chloro-7-fluoro-6-(3-hydroxy-1-naphthalenyl)-2,1-benzothiazol-3-yl)-3-methyl-3-azetidinyl)-2-propenamide ClC=1C(=C(C=2C(=C(SN2)N2CC(C2)(C)NC(C=C)=O)C1)F)C1=CC(=CC2=CC=CC=C12)O